COC1=CC(=NC=C1OC)C=1N=C2N(C(C1)=O)C=C(C=C2)N2CCNCC2 2-(4,5-dimethoxypyridin-2-yl)-7-(piperazin-1-yl)-4H-pyrido[1,2-a]pyrimidin-4-one